N-(1,3-dimethylpyrazol-4-yl)-5-fluoro-4-(3-methyl-5-nitro-indol-1-yl)pyrimidin-2-amine CN1N=C(C(=C1)NC1=NC=C(C(=N1)N1C=C(C2=CC(=CC=C12)[N+](=O)[O-])C)F)C